C(CCCCCCC\C=C/C\C=C/CCCCC)(=O)OCC(O)CO Glycerol Monolinoleate